(2E)-1-[2-(4-fluorophenyl)-3-(pyridin-4-yl)-6,7-dihydropyrazolo[1,5-a]pyrazin-5(4H)-yl]-4-(4-methylpiperazin-1-yl)but-2-en-1-one FC1=CC=C(C=C1)C1=NN2C(CN(CC2)C(\C=C\CN2CCN(CC2)C)=O)=C1C1=CC=NC=C1